2-trimethylsilylethyl N-[4-methoxy-5-[[4-(1-methylindol-3-yl) pyrimidin-2-yl]amino]-2-[methyl-[2-(methylamino) ethyl]amino]phenyl]carbamate COC1=CC(=C(C=C1NC1=NC=CC(=N1)C1=CN(C2=CC=CC=C12)C)NC(OCC[Si](C)(C)C)=O)N(CCNC)C